phenyl 7-(difluoromethoxy)-2-(1-methyl-2-oxabicyclo[2.1.1]hexan-4-yl)imidazo[1,2-a]pyridine-6-carboxylate FC(OC1=CC=2N(C=C1C(=O)OC1=CC=CC=C1)C=C(N2)C21COC(C2)(C1)C)F